C1=CC=C2CCC3=CC4=CC=CC=C4C1=C23 acephenanthren